4-(isopropylamino)-3-(3-propyl-1,2,4-oxadiazol-5-yl)-5H-pyrido[3,2-B]indole-7-carbonitrile C(C)(C)NC1=C(C=NC2=C1NC=1C=C(C=CC21)C#N)C2=NC(=NO2)CCC